2-formyl-3-[2-(trimethylsilyl)ethynyl]phenylboronic acid C(=O)C1=C(C=CC=C1C#C[Si](C)(C)C)B(O)O